C1(CCCC1)NC([C@@H](C)NC1=CC(N(C2=CC=C(C=C12)[N+](=O)[O-])C)=O)=O (R)-N-cyclopentyl-2-((1-methyl-6-nitro-2-oxo-1,2-dihydroquinolin-4-yl)amino)propanamide